1-(4-benzyl-3-cyano-3,4-dihydro-2H-benzo[b][1,4]oxazin-6-yl)-3-(1H-indol-6-yl)urea C(C1=CC=CC=C1)N1C2=C(OCC1C#N)C=CC(=C2)NC(=O)NC2=CC=C1C=CNC1=C2